CN1C(C2=C(C=CC=C1)C(=CN2)C2=NC(=NC=C2C(F)(F)F)NC2CNCCC2)=O 8-methyl-3-{2-[(piperidin-3-yl)amino]-5-(trifluoromethyl)pyrimidin-4-yl}-1H,8H,9H-pyrrolo[2,3-c]azocin-9-one